3-{4-[(2-cyclopropylethyl)[(1r,4r)-4-({2-[1-(trifluoromethyl)cyclopropyl]ethyl}amino)cyclohexyl]amino]-1-oxo-3H-isoindol-2-yl}piperidine-2,6-dione C1(CC1)CCN(C1=C2CN(C(C2=CC=C1)=O)C1C(NC(CC1)=O)=O)C1CCC(CC1)NCCC1(CC1)C(F)(F)F